1,N-dimethyl-3-aminopropane CCCCNC